tert-Butyl N-[[(4-amino-7-bromoquinolin-3-yl)carbamoyl]methyl]-N-ethylcarbamate NC1=C(C=NC2=CC(=CC=C12)Br)NC(=O)CN(C(OC(C)(C)C)=O)CC